C=C1C(N(CCCC1)C(=O)OC(C)(C)C)=O tert-Butyl 3-methylene-2-oxoazepane-1-carboxylate